((3-(2-(2-Carboxyphenyl)acetamido)-5-(trifluoromethyl)phenyl)carbamoyl)(3-((1R,4R)-4-((dimethylamino)methyl)cyclohexyl)-1,2,3-oxadiazol-3-ium-5-yl)amide C(=O)(O)C1=C(C=CC=C1)CC(=O)NC=1C=C(C=C(C1)C(F)(F)F)NC(=O)[N-]C1=C[N+](=NO1)C1CCC(CC1)CN(C)C